FC1=CC=C2C(=NC(=NC2=C1)C)NC(C(=O)O)CCN(CCCCC1=NC=2NCCCC2C=C1)CC(C)OC 2-((7-fluoro-2-methylquinazolin-4-yl)amino)-4-((2-methoxypropyl)(4-(5,6,7,8-tetrahydro-1,8-naphthyridin-2-yl)butyl)amino)butanoic acid